N-[(6-Amino-2-pyridyl)sulfonyl]-6-(4-ethoxy-2,5-dimethylphenyl)-2-[(4S)-2,2,4-trimethylpyrrolidin-1-yl]pyridin-3-carboxamid NC1=CC=CC(=N1)S(=O)(=O)NC(=O)C=1C(=NC(=CC1)C1=C(C=C(C(=C1)C)OCC)C)N1C(C[C@@H](C1)C)(C)C